(R)-N-((S)-(2,3-dichloro-6-fluorophenyl)(1-methylcyclopentyl)methyl)-2-methylpropane-2-sulfinamide ClC1=C(C(=CC=C1Cl)F)[C@@H](N[S@](=O)C(C)(C)C)C1(CCCC1)C